pentyl-Phosphonic acid C(CCCC)P(O)(O)=O